C(C1=CC=CC=C1)OC1=NC(=CC=C1N1C(N(C2=C1C=CC(=C2)Br)C2CCOCC2)=O)OCC2=CC=CC=C2 1-(2,6-bis(benzyloxy)pyridin-3-yl)-5-bromo-3-(tetrahydro-2H-pyran-4-yl)-1H-benzo[d]imidazol-2(3H)-one